COC=1C=CC(=NC1)COC=1C=CC2=C(N=C(O2)C2CCN(CC2)C)C1 5-[(5-Methoxypyridin-2-yl)methoxy]-2-(1-methylpiperidin-4-yl)-1,3-benzoxazole